COCCN1N=C(C=C1C=1N=C(N(C1)C)C1=NC(=CC2=C1C=NN2C)C(=O)N)C 4-{4-[1-(2-methoxyethyl)-3-methyl-1H-pyrazol-5-yl]-1-methyl-1H-imidazol-2-yl}-1-methyl-1H-pyrazolo[4,3-c]pyridine-6-carboxamide